N1(CCCC1)C1=NC=CC=C1CN1CCN(CC1)C(=O)N1N=C(C=C1)NS(=O)(=O)C N-(1-(4-((2-(Pyrrolidin-1-yl)pyridin-3-yl)methyl)piperazine-1-carbonyl)-1H-pyrazol-3-yl)methanesulfonamide